N1(C(C(=O)[O-])(C(=O)[O-])C(=O)[O-])C(=O)N(C)C=2N=CN(C)C2C1=O caffeine-triat